tert-butyl (3S,4S)-4-((R)-1,1-dimethylethylsulfonamido)-3-methyl-2-oxa-8-azaspiro[4.5]decane-8-carboxylate CC(C)(C)S(=O)(=O)N[C@@H]1[C@@H](OCC12CCN(CC2)C(=O)OC(C)(C)C)C